Methyl 4-(4-(trifluoromethoxy)phenyl)pyrrolo[1,2-a]quinoxaline-7-carboxylate FC(OC1=CC=C(C=C1)C=1C=2N(C3=CC=C(C=C3N1)C(=O)OC)C=CC2)(F)F